BrC=1C=C(C=CC1)[C@H](CC(=O)O)NC(=O)OC(C)(C)C (S)-3-(3-bromophenyl)-3-((tert-butoxycarbonyl)amino)propanoic acid